NCCOCC(=O)NC1=C(C=C(C=C1)NC=1C=2N(C=CN1)C(=CN2)C2=CC=C(C=C2)OC)C 2-(2-aminoethoxy)-N-[4-[[3-(4-methoxyphenyl)imidazo[1,2-a]pyrazin-8-yl]amino]-2-methyl-phenyl]acetamide